bis(2,6-dichlorophenyl)aluminum hydride ClC1=C(C(=CC=C1)Cl)[AlH]C1=C(C=CC=C1Cl)Cl